2-fluoro-5-(indol-1-ylmethyl)-4-methoxyaniline FC1=C(N)C=C(C(=C1)OC)CN1C=CC2=CC=CC=C12